2-KETO-3-DEOXY-D-GLUCONIC ACID C([C@H]([C@@H](CO)O)O)C(=O)C(=O)O